S(=O)(=O)(O)O.C(=CC1=CC=CC=C1)C=1C(=C(C=CC1)OC1=C(C(=CC=C1)C=CC1=CC=CC=C1)C=CC1=CC=CC=C1)C=CC1=CC=CC=C1 di-styrylphenyl ether sulfate salt